(R)-5-(2-(1-cyclopropyl-2-hydroxy-2-methylpropyl)-3-oxoisoindolin-4-yl)-1,3-dimethyl-1,3-dihydro-2H-benzo[d]imidazol-2-one C1(CC1)[C@H](C(C)(C)O)N1CC2=CC=CC(=C2C1=O)C1=CC2=C(N(C(N2C)=O)C)C=C1